benzofuran boronate B(O)O.O1C=CC2=C1C=CC=C2